3-cyanobenzenesulfonyl chloride C(#N)C=1C=C(C=CC1)S(=O)(=O)Cl